methyl-(triethoxysilane) methacrylate C(C(=C)C)(=O)O.C[Si](OCC)(OCC)OCC